(2,2,2-trifluoroethyl) (3-fluorocyclohexyl) sulfide FC1CC(CCC1)SCC(F)(F)F